diethyleneglycol bis[beta-(3-tert-butyl-4-hydroxy-5-methylphenyl) propanoate] C(C)(C)(C)C=1C=C(C=C(C1O)C)CCC(=O)OCCOCCOC(CCC1=CC(=C(C(=C1)C)O)C(C)(C)C)=O